6-fluorochroman-4-one FC=1C=C2C(CCOC2=CC1)=O